N-ethyl-4-(2-methylpyridin-4-yl)-N-(4-(methylsulfonyl)phenyl)thiazol-2-amine C(C)N(C=1SC=C(N1)C1=CC(=NC=C1)C)C1=CC=C(C=C1)S(=O)(=O)C